8-cycloheptyl-3,8-diazabicyclo[3.2.1]octane C1(CCCCCC1)N1C2CNCC1CC2